heptadecan-9-yl 8-((3-aminopropyl)(8-oxo-8-(undecan-3-yloxy)octyl)amino)octanoate bisoxalate salt C(C(=O)O)(=O)O.C(C(=O)O)(=O)O.NCCCN(CCCCCCCC(=O)OC(CCCCCCCC)CCCCCCCC)CCCCCCCC(OC(CC)CCCCCCCC)=O